2-amino-3,4-dimethoxyphenol NC1=C(C=CC(=C1OC)OC)O